(1,2-bis(4-methoxybenzyl)-3-oxo-2,3-dihydro-1H-indazol-5-yl)boronic acid COC1=CC=C(CN2N(C(C3=CC(=CC=C23)B(O)O)=O)CC2=CC=C(C=C2)OC)C=C1